O=C1NC(CCC1N1C(C2=CC=C(C=C2C1=O)N1C[C@H](CC1)C=O)=O)=O (3S)-1-[2-(2,6-dioxopiperidin-3-yl)-1,3-dioxoisoindol-5-yl]pyrrolidine-3-carbaldehyde